4-(2-(2-(3-(4'-carbamoyl-2'-methyl-[1,1'-biphenyl]-3-yl)-3-hydroxypropyl)-5-oxopyrazolidin-1-yl)ethyl)-2,6-difluorobenzoic acid C(N)(=O)C1=CC(=C(C=C1)C1=CC(=CC=C1)C(CCN1N(C(CC1)=O)CCC1=CC(=C(C(=O)O)C(=C1)F)F)O)C